dimethylaminoethyl-myristamide CN(C)CCC(C(=O)N)CCCCCCCCCCCC